2,3-dihydro-benzofuran-5-carboxylic acid [2-(3,3-difluoro-azetidin-1-yl)-benzooxazol-5-yl]-amide FC1(CN(C1)C=1OC2=C(N1)C=C(C=C2)NC(=O)C=2C=CC1=C(CCO1)C2)F